(Z)-3-(4-((14-(4-(1-(4-hydroxyphenyl)-2-phenylbut-1-en-1-yl)phenoxy)-3,6,9,12-tetraoxatetradecyl)oxy)-1-oxoisoindolin-2-yl)piperidine-2,6-dione OC1=CC=C(C=C1)/C(=C(\CC)/C1=CC=CC=C1)/C1=CC=C(OCCOCCOCCOCCOCCOC2=C3CN(C(C3=CC=C2)=O)C2C(NC(CC2)=O)=O)C=C1